N-(4-benzyl-5-(4-hydroxy-4-((6-(2-(4-methylpiperazin-1-yl)ethoxy)-4-oxoquinazolin-3(4H)-yl)methyl)piperidin-1-yl)-5-oxopentyl)-4-chloroquinoline-7-carboxamide C(C1=CC=CC=C1)C(CCCNC(=O)C1=CC=C2C(=CC=NC2=C1)Cl)C(=O)N1CCC(CC1)(CN1C=NC2=CC=C(C=C2C1=O)OCCN1CCN(CC1)C)O